C(=O)O.C(C)(C)C=1N(N=C2C=CC(=CC12)C1=NC(=NC=C1)N[C@@H]1C[C@H](CC1)NCC1=CC=C(C=C1)C1=NC=CC=C1)C (1S,3S)-N1-(4-(3-isopropyl-2-methyl-2H-indazol-5-yl)pyrimidin-2-yl)-N3-(4-(pyridin-2-yl)benzyl)cyclopentane-1,3-diamine formic Acid Salt